6-(3-chloro-5-fluoro-4-methoxyphenyl)-5-methyl-4,5-dihydro-2H-pyridazin-3-one ClC=1C=C(C=C(C1OC)F)C=1C(CC(NN1)=O)C